C(ON1N=NC2=C1C=CC=C2)(OCCSSC2=NC=CC=C2)=O 1H-benzo[d][1,2,3]triazol-1-yl (2-(pyridin-2-yldisulfanyl) ethyl) carbonate